ClC=1C=CC2=C(CC(CC=3N2C(=NN3)N3CCC2(CC3)OCC3=C2C=CC=C3)OC)C1 8-Chloro-5-methoxy-1-(1'H,3H-spiro[2-benzofuran-1,4'-piperidin]-1'-yl)-5,6-dihydro-4H-[1,2,4]triazolo[4,3-a][1]benzazepin